C(C)(C)(C)OC(=O)N[C@@H]1CSC2=C(C1)C(=C(C(=C2)OCOCCOC)N(S(NC(=O)OCC=C)(=O)=O)CC(=O)OC)F methyl [{(3S)-3-[(tert-butoxycarbonyl)amino]-5-fluoro-7-[(2-methoxyethoxy)methoxy]-3,4-dihydro-2H-1-benzothiopyran-6-yl}({[(prop-2-en-1-yl)oxy]carbonyl}sulfamoyl)amino]acetate